((1s,3s)-3-hydroxy-3-methylcyclobutyl)(6-((6-isopropyl-1H-pyrrolo[2,3-b]pyridin-1-yl)methyl)-2-azaspiro[3.3]hept-2-yl)methanone OC1(CC(C1)C(=O)N1CC2(C1)CC(C2)CN2C=CC=1C2=NC(=CC1)C(C)C)C